N1(N=CN=C1)CC1=CC=C(C=C1)C1=C(NC2=C(C=CC=C12)C(C)C)C(=O)O 3-(4-((1H-1,2,4-triazol-1-yl)methyl)phenyl)-7-isopropyl-1H-indole-2-carboxylic acid